[3,5-difluoro-4-[1-methyl-4-(trifluoromethyl)imidazol-2-yl]phenyl]methanamine FC=1C=C(C=C(C1C=1N(C=C(N1)C(F)(F)F)C)F)CN